6-methyl-5-((1S,2S)-2-(trifluoromethyl)cyclopropyl)pyridazine CC1=C(C=CN=N1)[C@@H]1[C@H](C1)C(F)(F)F